COC=1C=2N(C=C(N1)C(=O)O)C=C(N2)C21COC(CC2)(C1)C 8-methoxy-2-(1-methyl-2-oxabicyclo[2.2.1]heptan-4-yl)imidazo[1,2-a]pyrazine-6-carboxylic acid